C1CC(=O)N(C1=O)OC(=O)CC2=CC=C(C=C2)[N+](=O)[O-] N-Succinimidyl 4-Nitrophenylacetate